COC(C1=CC(=CC=C1)C1=NC=C(C=N1)O)=O 3-(5-hydroxy-pyrimidin-2-yl)-benzoic acid methylester